CN1N=NC(=C1COC1OCCCC1)C1=CC=C(N)C=C1 4-(1-methyl-5-(((tetrahydro-2H-pyran-2-yl)oxy)methyl)-1H-1,2,3-triazol-4-yl)aniline